(Z)-2,2-dicyclohexyl-N-hydroxyacetimidamide chloride [Cl-].C1(CCCCC1)C(/C(/NO)=N/[H])C1CCCCC1